[3-(5-bromopyridin-3-yl)-3-(4-methyl-1,2,4-triazol-3-yl)cyclobutyl]methanol BrC=1C=C(C=NC1)C1(CC(C1)CO)C1=NN=CN1C